O=S1(COC2=C1C=CC(=C2)C2=NC=C(C=N2)OCC2CCN(CC2)C(=O)OC(C)(C)C)=O tert-Butyl 4-(((2-(3,3-dioxido-2H-benzo[d][1,3]oxathiol-6-yl)pyrimidin-5-yl)oxy)methyl)piperidine-1-carboxylate